4-[4-(benzylamino)-4-(trifluoromethyl)piperidin-1-yl]-N-{8-fluoro-2-methylimidazo[1,2-a]pyridin-6-yl}-2-methylindazole-7-carboxamide C(C1=CC=CC=C1)NC1(CCN(CC1)C=1C2=CN(N=C2C(=CC1)C(=O)NC=1C=C(C=2N(C1)C=C(N2)C)F)C)C(F)(F)F